N-(5-(3-(2-azabicyclo[2.2.1]heptan-2-yl)propanamido)-2-methylpyridin-3-yl)-6-(1-methyl-1H-pyrazol-4-yl)pyrazolo[1,5-a]pyrazine-3-carboxamide C12N(CC(CC1)C2)CCC(=O)NC=2C=C(C(=NC2)C)NC(=O)C=2C=NN1C2C=NC(=C1)C=1C=NN(C1)C